C(C)N(CCCOC=1C=C2C(=CC=NC2=CC1OC)OC1=C(C=C(C=C1)NC(=O)C1(CC1)C(=O)NC1=CC=C(C=C1)F)F)CC N-(4-{[6-{[3-(Diethylamino)propyl]oxy}-7-(methyloxy)chinolin-4-yl]oxy}-3-fluorophenyl)-N'-(4-fluorophenyl)cyclopropan-1,1-dicarboxamid